ClC1=CC=C2C(=C(NC2=C1Cl)C1=NC(=NN1)[C@H](COC)F)C=1C=NNC1 (R)-6,7-dichloro-2-(3-(1-fluoro-2-methoxyethyl)-1H-1,2,4-triazol-5-yl)-3-(1H-pyrazol-4-yl)-1H-indole